C[C@@H]1N(C2=CC=C3C(=C2CC1)N=C(N3CC(N(C3CCOCC3)C)=O)CCN3C(C=CC=C3)=O)C(=O)OC methyl (7S)-7-methyl-3-{[methyl(oxan-4-yl)carbamoyl]methyl}-2-[2-(2-oxo-1,2-dihydropyridin-1-yl)ethyl]-3H,6H,7H,8H,9H-imidazo[4,5-f]quinoline-6-carboxylate